C1=CC=CC=2OC3=CC=CC=C3N(C12)[C@H]1[C@H]2[C@@H](COC1)OS(O2)=O (3aR,7R,7aS)-7-(10H-phenoxazin-10-yl)tetrahydro-4H-[1,3,2]dioxathiolo[4,5-c]pyran 2-oxide